4-bromo-N-(5-chloro-4-((4-chlorophenyl)(cyano)methyl)-2-methylphenyl)benzamide BrC1=CC=C(C(=O)NC2=C(C=C(C(=C2)Cl)C(C#N)C2=CC=C(C=C2)Cl)C)C=C1